6-bromo-N,N-diethylbenzo[d]thiazol-2-amine BrC1=CC2=C(N=C(S2)N(CC)CC)C=C1